2,4-difluoro-5-ethyl-9-methoxy-(3-methyl-piperazin-1-yl)-5H-indolo[3,2-c]quinoline FC=1C(=C2C=3C(=CN(C2=C(C1)F)CC)C1=CC=C(C=C1N3)OC)N3CC(NCC3)C